N-((2R,3S)-1-(6-(difluoromethyl)pyridin-3-yl)-2-((((CIS)-4-phenylcyclohexyl)oxy)-methyl)pyrrolidin-3-yl)methanesulfonamide FC(C1=CC=C(C=N1)N1[C@H]([C@H](CC1)NS(=O)(=O)C)CO[C@@H]1CC[C@@H](CC1)C1=CC=CC=C1)F